3-(2,3-dichloro-4-phenoxybenzoyl)-4-(((3R,6S)-6-(hydroxymethyl)tetrahydro-2H-pyran-3-yl)amino)-1H-pyrrolo[2,3-b]pyridine-5-carbonitrile ClC1=C(C(=O)C2=CNC3=NC=C(C(=C32)N[C@H]3CO[C@@H](CC3)CO)C#N)C=CC(=C1Cl)OC1=CC=CC=C1